(3-Fluorophenyl)(1-methyl-4,10-dihydrobenzo[b]pyrazolo[3,4-e][1,4]diazepin-5(1H)-yl)methanone FC=1C=C(C=CC1)C(=O)N1C2=C(NC3=C(C1)C=NN3C)C=CC=C2